C(C)(C)(C)[Si](C)(C)OC1=CC=C(C=C1)I tert-butyl(4-iodophenoxy)dimethylsilane